(S,S)-N-(isobutanesulfonyl)-1,2-diphenylethylenediamine C(C(C)C)S(=O)(=O)N[C@H]([C@@H](N)C1=CC=CC=C1)C1=CC=CC=C1